N-(1,1'-biphenyl-2-yl)-N-(3'',5',5''-tri-tert-butyl-1,1':3,1''-terphenyl-4-yl)-9,9-dimethyl-9H-fluoren-2-amine C1(=C(C=CC=C1)N(C1=CC=2C(C3=CC=CC=C3C2C=C1)(C)C)C1=C(C=C(C=C1)C1=CC=CC(=C1)C(C)(C)C)C1=CC(=CC(=C1)C(C)(C)C)C(C)(C)C)C1=CC=CC=C1